FC=1C=C(CCC=2N(C(C3=C(N2)N(N=C3)C)=O)C3=CC=CC=C3)C=CC1 6-(3-fluorophenethyl)-1-methyl-5-phenyl-1H-pyrazolo[3,4-d]pyrimidin-4(5H)-one